OCC1NCCC(C1)CN1C[C@H]2N(C=3C(=NN=C(C3)C3=C(C=CC=C3)O)NC2)CC1 2-((6aS)-8-((2-(hydroxymethyl)piperidin-4-yl)methyl)-6,6a,7,8,9,10-hexahydro-5H-pyrazino[1',2':4,5]pyrazino[2,3-c]pyridazin-2-yl)phenol